N-(3-bromo-5-(trifluoromethoxy)phenyl)acrylamide BrC=1C=C(C=C(C1)OC(F)(F)F)NC(C=C)=O